3-(((R)-1-((S)-1,4-dioxan-2-yl)ethyl)amino)-5-((5-(difluoromethoxy)-1H-pyrazol-3-yl)amino)pyrazine-2-carbonitrile O1[C@H](COCC1)[C@@H](C)NC=1C(=NC=C(N1)NC1=NNC(=C1)OC(F)F)C#N